4-(5-amino-3-tert-butyl-pyrazol-1-yl)benzonitrile NC1=CC(=NN1C1=CC=C(C#N)C=C1)C(C)(C)C